O[C@]1(C[C@@H]2CC[C@H]3[C@@H]4CCC[C@@H]([C@]4(CC[C@@H]3[C@H]2CC1)C)C(CN1N=NN=C1C)=O)COC 1-((1S,4aS,4bR,6aS,8R,10aS,10bR,12aS)-8-hydroxy-8-(methoxymethyl)-12a-methyloctadecahydrochrysen-1-yl)-2-(5-methyl-1H-tetrazol-1-yl)ethan-1-one